3-ethyl-2-[(3-methylimidazol-4-yl)methyl]-4-oxo-4-(sodiooxy)butyl (9Z)-octadec-9-enoate C(CCCCCCC\C=C/CCCCCCCC)(=O)OCC(C(C(O[Na])=O)CC)CC=1N(C=NC1)C